C(C)CC(C(=O)O)(SC=1SC2=C(N1)C=CC=C2)CC diethyl-(2-benzothiazolylthio)propionic acid